benzyl (1S,4S)-4-((tert-butoxycarbonyl)amino)-3,3-difluorocyclopentane-1-carboxylate C(C)(C)(C)OC(=O)N[C@@H]1C(C[C@H](C1)C(=O)OCC1=CC=CC=C1)(F)F